NC1=NC=CC(=C1Cl)C1=NNC2=NC(=C(N=C21)CO)N2CCC(CC2)(C(NC2=CC(=C(C=C2)F)F)=N)C 1-[3-(2-amino-3-chloropyridin-4-yl)-5-hydroxymethyl-1H-pyrazolo[3,4-b]pyrazin-6-yl]-N-(3,4-difluorophenyl)-4-methylpiperidine-4-carboximidamide